C(#N)C=1C=C(C=CC1)NC(OCCOC1=CC2=C(N=C(S2)C2=C3N=CC(=NC3=CC(=C2)C)OC)C=C1)=O 2-((2-(2-methoxy-7-methylquinoxalin-5-yl)benzo[d]thiazol-6-yl)oxy)ethyl (3-cyanophenyl)carbamate